((S)-2-(o-tolyl)piperidin-1-yl)picolinamide C1(=C(C=CC=C1)[C@H]1N(CCCC1)C=1C(=NC=CC1)C(=O)N)C